COC1=CC=C(C=N1)[C@@H]1[C@H](C(N(CC1)C(=O)OC(C)(C)C)=O)C tert-butyl (3R,4S)-4-(6-methoxypyridin-3-yl)-3-methyl-2-oxopiperidine-1-carboxylate